3-(9H-carbazol-9-yl)-5-(1H-indazol-1-yl)-N,N-dimethylaniline C1=CC=CC=2C3=CC=CC=C3N(C12)C=1C=C(N(C)C)C=C(C1)N1N=CC2=CC=CC=C12